1-(6-(((1S,3S)-3-((3-(4-methoxybenzyl)-3H-imidazo[4,5-b]pyridin-2-yl)amino)cyclopentyl)amino)pyridin-3-yl)-1,8-naphthyridin-2(1H)-one COC1=CC=C(CN2C(=NC=3C2=NC=CC3)N[C@@H]3C[C@H](CC3)NC3=CC=C(C=N3)N3C(C=CC2=CC=CN=C32)=O)C=C1